ClC=1C(=C(C(=CC1N1C[C@H]2CNC[C@@]2(C1)OC)F)S(=O)(=O)N(C1=NC(=CC=C1)F)CC1=C(C=C(C=C1)OC)OC)F 3-chloro-N-(2,4-dimethoxybenzyl)-2,6-difluoro-N-(6-fluoropyridin-2-yl)-4-((3aS,6aR)-3a-methoxyhexahydropyrrolo[3,4-c]pyrrol-2(1H)-yl)benzenesulfonamide